C(C=C)OC1=NN=C(S1)NC(C1=CN=C(C=C1C1=C(C(=CC=C1OC)Cl)F)C)=O N-(5-(Allyloxy)-1,3,4-thiadiazol-2-yl)-4-(3-chloro-2-fluoro-6-methoxyphenyl)-6-methylnicotinamide